BrC(C(=O)C1=CC=C(C=C1)OC)(F)F 2-bromo-2,2-difluoro-1-(4-methoxyphenyl)ethanone